ClC=1C(=NC(=NC1)C(=O)N[C@@H]1C(N(C2=C(OC1)C=C(C=N2)Cl)C)=O)C=2C=NC=NC2 (S)-5-chloro-N-(8-chloro-5-methyl-4-oxo-2,3,4,5-tetrahydropyrido[3,2-b]-[1,4]oxazepin-3-yl)-[4,5'-bipyrimidine]-2-carboxamide